C(CCCCC)N(CCCCCC)CC#C (2R,3R,4R,5S)-6-(hexyl-(prop-2-yn-1-yl)amino)hexane